3-[4-(7H-pyrrolo[2,3-d]pyrimidin-4-yloxy)bicyclo[2.2.1]hept-1-yl]-1-[5-(trifluoromethyl)-3-pyridinyl]-2,4-imidazolidinedione N1=CN=C(C2=C1NC=C2)OC21CCC(CC2)(C1)N1C(N(CC1=O)C=1C=NC=C(C1)C(F)(F)F)=O